Ethyl-3-azabicyclo[3.2.1]Octane-3-carboxylic acid tert-butyl ester C(C)(C)(C)OC(=O)N1CC2(CCC(C1)C2)CC